(5-(1-((S)-1-ethylpyrrolidin-2-yl)propoxy)-1-oxoisoindolin-2-yl)piperidine-2,6-dione C(C)N1[C@@H](CCC1)C(CC)OC=1C=C2CN(C(C2=CC1)=O)N1C(CCCC1=O)=O